5-[(6As,10aR)-1-hydroxy-9-methyl-6a,7,8,10a-tetrahydro-6H-benzo[c]chromen-3-yl]pentyl nitrate [N+](=O)(OCCCCCC1=CC(=C2[C@H]3[C@@H](COC2=C1)CCC(=C3)C)O)[O-]